NC1=CC=CC(=N1)S(=O)(=O)NC(=O)C=1C(=NC=C(C1)C1=CC=CC=C1)N1C(CC(C1)C)(C)C N-[(6-amino-2-pyridyl)sulfonyl]-5-phenyl-2-(2,2,4-trimethylpyrrolidin-1-yl)pyridine-3-carboxamide